6-fluoro-3-methyl-2-(4-(piperidin-1-yl)styryl)benzo[d]thiazol-3-ium iodide [I-].FC1=CC2=C([N+](=C(S2)C=CC2=CC=C(C=C2)N2CCCCC2)C)C=C1